[1,3,2]dioxaphosphinin-4-one O1POC(C=C1)=O